(7-(3-Cyclopropyl-5-methylphenyl)-2-azaspiro[3.5]nonan-2-yl)((1s,3s)-3-hydroxy-3-methylcyclobutyl)methanone C1(CC1)C=1C=C(C=C(C1)C)C1CCC2(CN(C2)C(=O)C2CC(C2)(C)O)CC1